ClC=1C(=NC(=NC1)NCC(C)(C)O)NC1=CC=2C3=C(C(N(C2C=C1)C)=O)OCC([C@@H](N3)C3CC3)(F)F (S)-10-((5-Chloro-2-((2-hydroxy-2-methylpropyl)amino)pyrimidin-4-yl)amino)-2-cyclopropyl-3,3-difluoro-7-methyl-1,2,3,4-tetrahydro-[1,4]oxazepino[2,3-c]chinolin-6(7H)-on